CNC(CCN1CCN(CC1)C)C n-methyl-1-methyl-3-(4-methylpiperazin-1-yl)propylamine